C1(=CC=CC=C1)C(C)C1=CC=C(C=2OC3=C(C21)C=C(C=C3)C=3SC=CC3)N (1-phenylethyl)-8-(thiophen-2-yl)dibenzo[b,d]furan-4-amine